7-bromo-4-chloro-5H-pyrrolo[3,2-c]pyridazine BrC1=CNC2=C1N=NC=C2Cl